Tertbutyl-phenol C(C)(C)(C)C1=C(C=CC=C1)O